The molecule is the intermediate in the biosynthesis of vitamin B12 from uroporphyrinogen III in which five methyl groups have been introduced into the tetrapyrrole framework, together with ring contraction. It is a conjugate acid of a precorrin-5(8-) and a precorrin-5(7-). CC(=O)C12C3=C([C@@](C(=N3)CC4=N[C@@](CC5=C([C@](C(=N5)/C=C(\\N1)/[C@H]([C@]2(C)CC(=O)O)CCC(=O)O)(C)CC(=O)O)CCC(=O)O)(C(=C4CCC(=O)O)CC(=O)O)C)(C)CCC(=O)O)CC(=O)O